4,4,5,5-Tetramethyl-2-{4-[1-(trifluoromethyl)cyclopropyl]phenyl}-1,3,2-dioxaborolan CC1(OB(OC1(C)C)C1=CC=C(C=C1)C1(CC1)C(F)(F)F)C